1,4-bis[(3-ethyl-oxetanylmethoxy)methyl]benzene C(C)C1C(OC1)COCC1=CC=C(C=C1)COCC1OCC1CC